diethyl-(2-methoxyethyl)-methylammonium C(C)[N+](C)(CCOC)CC